tert-Butyl 3-(5-((5-(hydroxymethyl)pyridin-2-yl)oxy)-7-(thiazol-2-yl)benzo[d]oxazol-2-yl)-3,6-diazabicyclo[3.1.1]heptane-6-carboxylate OCC=1C=CC(=NC1)OC=1C=C(C2=C(N=C(O2)N2CC3N(C(C2)C3)C(=O)OC(C)(C)C)C1)C=1SC=CN1